N-(2-((4-(3-(3-methoxypiperidin-1-yl)phenyl)thiazol-2-yl)amino)-2-oxoethyl)-1H-pyrrole-3-carboxamide COC1CN(CCC1)C=1C=C(C=CC1)C=1N=C(SC1)NC(CNC(=O)C1=CNC=C1)=O